COC=1C=C2C(=CC=NC2=CC1OC)OC=1C(=NC=CC1)N ((6,7-dimethoxyquinolin-4-yl)oxy)pyridin-2-amine